3-(morpholin-2-yl)-1H-indol N1CC(OCC1)C1=CNC2=CC=CC=C12